Heptadecan-9-yl 8-((2-(tert-butoxy)-2-oxoethyl)(8-(nonan-2-yloxy)-8-oxooctyl)amino)octanoate C(C)(C)(C)OC(CN(CCCCCCCC(=O)OC(CCCCCCCC)CCCCCCCC)CCCCCCCC(=O)OC(C)CCCCCCC)=O